ClC1=C(C=CC(=C1)C(F)(F)F)C(CC(=O)O)(F)F 2-chloro-β,β-difluoro-4-(trifluoromethyl)-benzenepropanoic acid